NC=1N=C(C2=C(N1)NC(=C2)C2=CC=NC=C2)C=2C(=C(C=CC2)N2C(C1=C(C=C(C=C1C=C2)C2CC2)F)=O)CO 2-{3-[2-amino-6-(pyridin-4-yl)-7H-pyrrolo[2,3-d]pyrimidin-4-yl]-2-(hydroxymethyl)phenyl}-6-cyclopropyl-8-fluoroisoquinolin-1(2H)-one